4-Amino-1-(1-chloroisoquinolin-5-yl)-7-cyclopropyl-2-oxopyrido[2,3-b]pyridine-3-carboxylic acid methyl ester COC(=O)C1=C(C=2C(=NC(=CC2)C2CC2)N(C1=O)C1=C2C=CN=C(C2=CC=C1)Cl)N